ClC1=NC(=C2C(=N1)N(N=C2)[C@H]2[C@@H]([C@@H]([C@H](O2)COCP(O)(O)=O)O)O)NCC2CC(C2)(C)O ((((2R,3S,4R,5R)-5-(6-chloro-4-((((1s,3S)-3-hydroxy-3-methylcyclobutyl)methyl)amino)-1H-pyrazolo[3,4-d]pyrimidin-1-yl)-3,4-dihydroxytetrahydrofuran-2-yl)methoxy)methyl)phosphonic acid